CN(C(CC(C)N(CCC[C@H](C(C)C)N1CC2(C1)CN(CC2)C=2N=CN=NC2OC2=C(C(=O)N(C(C)C)CC)C=C(C=C2)F)C)=O)C 2-((5-(2-((3R)-6-((4-(dimethylamino)-4-oxobut-2-yl)(methyl)amino)-2-methylhexan-3-yl)-2,6-diazaspiro[3.4]oct-6-yl)-1,2,4-triazin-6-yl)oxy)-N-ethyl-5-fluoro-N-isopropylbenzamide